tert-butyl 4-(2-((1,3-dimethyl-1H-pyrazol-4-yl) amino) pyrimidin-4-yl)-2-methylbenzylmethylcarbamate CN1N=C(C(=C1)NC1=NC=CC(=N1)C1=CC(=C(CN(C(OC(C)(C)C)=O)C)C=C1)C)C